(2S,3S,4S,5R,6S)-3,4,5-trihydroxy-6-(4-((6-hydroxy-2,2-dimethyl-5-oxo-3,4,5,6-tetrahydro-2H-benzo[h]chromen-6-yl)methyl)phenoxy)tetrahydro-2H-pyran-2-carboxylic acid O[C@@H]1[C@H](O[C@H]([C@@H]([C@H]1O)O)OC1=CC=C(C=C1)CC1(C(C=2CCC(OC2C2=C1C=CC=C2)(C)C)=O)O)C(=O)O